[3-(6-bromo-3-pyridyl)azetidin-1-yl]-[6-(5-cyclopropyl-4H-1,2,4-triazol-3-yl)-2-azaspiro[3.3]heptan-2-yl]methanone BrC1=CC=C(C=N1)C1CN(C1)C(=O)N1CC2(C1)CC(C2)C2=NN=C(N2)C2CC2